CC1=C(NC2=CC=C(C=C12)C(=O)O)C1=NC=NC=C1 3-methyl-2-pyrimidin-4-yl-1H-indol-5-carboxylic acid